FC1=NC=CC2=C1C[C@@H]1CC[C@H]2N1C(=O)NC1=CC(=CC=C1)F (5R,8S)-1-fluoro-N-(3-fluorophenyl)-6,7,8,9-tetrahydro-5H-5,8-epiminocyclohepta[c]-pyridine-10-carboxamide